FC1=CC=C(C=C1)C1(CC1)N1CCNCC1 1-(1-(4-fluorophenyl)cyclopropyl)piperazine